1-(4-hydroxy-3-methoxyphenyl)-7-(4-oxoacetoacetylbenzyl-3-methoxyphenyl)-1,6-heptadiene-3,5-dione OC1=C(C=C(C=C1)C=CC(CC(C=CC1=C(C(=C(C=C1)C(CC(=O)C=O)=O)OC)CC1=CC=CC=C1)=O)=O)OC